[Na+].C(C(=C)C)(=O)[O-].CCS(=O)(=O)O 2-ethylsulfonate methacrylate sodium salt